COC=1C=C2CCC(C2=C(C1)OC)=O 5,7-dimethoxy-2,3-dihydro-1H-inden-1-one